2-(1H-pyrrolo[3,2-b]pyridin-1-yl)-7,8-dihydropyrido[4,3-d]pyrimidin N1(C=CC2=NC=CC=C21)C=2N=CC1=C(N2)CCN=C1